4-(5-cyclopropyl-1,2,4-oxadiazol-3-yl)-4-ethylpiperidine hydrochloride Cl.C1(CC1)C1=NC(=NO1)C1(CCNCC1)CC